2-(2-amino-2-oxoethoxy)-5-ethylbenzenesulfonic acid NC(COC1=C(C=C(C=C1)CC)S(=O)(=O)O)=O